tert-butyl-(R)-3-(4-(pyridin-2-yl)-1,2,3,4-tetrahydroquinoxaline-1-carboxamido)pyrrolidine C(C)(C)(C)N1C[C@@H](CC1)NC(=O)N1CCN(C2=CC=CC=C12)C1=NC=CC=C1